5-((4-(2,6-Dimethylmorpholino)phenyl)amino)-1-methyl-1H-indole-3-carboxamide CC1OC(CN(C1)C1=CC=C(C=C1)NC=1C=C2C(=CN(C2=CC1)C)C(=O)N)C